BrC1=C(C=C2C=CNC2=C1)C(=O)O 6-Bromo-1H-indole-5-carboxylic acid